2-(5-bromopyridin-2-yl)-5-methyloctahydrocyclopenta[c]pyrrol-5-amine BrC=1C=CC(=NC1)N1CC2C(C1)CC(C2)(N)C